N-(tert-Butoxycarbonyl)-O-(2-cyclopropyl-6-nitrobenzo[d]oxazol-5-yl)-L-serine methyl ester COC([C@@H](NC(=O)OC(C)(C)C)COC=1C(=CC2=C(N=C(O2)C2CC2)C1)[N+](=O)[O-])=O